bromofluorosalicylate BrC1=C(C(C(=O)[O-])=CC=C1)OF